Icosane CCCCCCCCCCCCCCCCCCCC